COC(=O)C1(C(C2=CC=C(C=C2C1)OC1=CC=C(C=C1)Cl)=O)C(C)C 5-(4-chlorophenoxy)-2-isopropyl-1-oxo-2,3-dihydro-1H-indene-2-carboxylic acid methyl ester